C(C)(C)(C)OC(=O)N1C[C@H](CCC1)OC1=CC(=CC(=C1)C=1SC(=CN1)C)C#N (3S)-3-[3-cyano-5-(5-methyl-1,3-thiazol-2-yl)phenoxy]piperidine-1-carboxylic acid tert-butyl ester